ClC1=CC=2C(C3=CC=CC(=C3OC2C=C1N1CC(CC1)C(=O)O)Cl)=O 1-(2,5-dichloro-9-oxo-xanthen-3-yl)pyrrolidine-3-carboxylic acid